2,4-dichloro-6-methylpyrimidin-5-amine ClC1=NC(=C(C(=N1)Cl)N)C